O(C1=CC=CC=C1)[C@H]1CC[C@H](CC1)C(=O)OCC (cis)-ethyl 4-phenoxycyclohexanecarboxylate